4-(3-isopropyl-5-(6-methoxypyridin-3-yl)-1H-indol-2-yl)-1H-pyrazolo[3,4-b]pyridine C(C)(C)C1=C(NC2=CC=C(C=C12)C=1C=NC(=CC1)OC)C1=C2C(=NC=C1)NN=C2